NC1=NC2=C(C=CC=C2C(=N1)C=1C=NN(C1)CC=1C(N(C=CC1)C(C)C)=O)OC 3-{[4-(2-amino-8-methoxy-4-quinazolinyl)-1H-pyrazol-1-yl]methyl}-1-isopropyl-1H-pyridin-2-one